ClC1=C(C(=O)NC2CN(C2)C(=O)OC[C@]2([C@@H](N3C(C[C@H]3S2(=O)=O)=O)C(=O)O)C)C=CC(=C1O)O (2s,3R,5R)-3-(((3-(2-chloro-3,4-dihydroxybenzamido)azetidine-1-carbonyl)oxy)methyl)-3-methyl-7-oxo-4-thia-1-azabicyclo[3.2.0]heptane-2-carboxylic acid 4,4-dioxide